C(=C)[C@H]1CN(CCC1)C(=O)OC(C)(C)C tert-butyl (3S)-3-vinylpiperidine-1-carboxylate